C1(CC1)C1=NC=NC(=C1C1=CC(=C(N=N1)C#N)NCC1=CC=C(C=C1)C=1N(C=C(N1)C(F)(F)F)C(C)C)OC 6-(4-cyclopropyl-6-methoxypyrimidin-5-yl)-4-((4-(1-isopropyl-4-(trifluoromethyl)-1H-imidazol-2-yl)benzyl)amino)pyridazine-3-carbonitrile